2-FLUORO-5-HYDROXYMETHYLPHENYLBORONIC ACID FC1=C(C=C(C=C1)CO)B(O)O